tert-butyl 2-chloro-4-((4-(1-isopropyl-4-(trifluoromethyl)-1H-imidazol-2-yl)benzyl)oxy)-7,8-dihydropyrido[4,3-d]pyrimidine-6(5H)-carboxylate ClC=1N=C(C2=C(N1)CCN(C2)C(=O)OC(C)(C)C)OCC2=CC=C(C=C2)C=2N(C=C(N2)C(F)(F)F)C(C)C